4-(((R)-1-(3-(1,1-difluoro-2-hydroxy-2-methylpropyl)-2-fluorophenyl)ethyl)amino)-8-methoxy-2,6,8-trimethyl-6H-pyrrolo[2,3-g]quinazolin-7(8H)-one FC(C(C)(C)O)(F)C=1C(=C(C=CC1)[C@@H](C)NC1=NC(=NC2=CC3=C(C=C12)N(C(C3(C)OC)=O)C)C)F